(S)-N-(6-(1H-pyrazol-4-yl)isoquinolin-3-yl)-1-cyanopyrrolidine-3-carboxamide N1N=CC(=C1)C=1C=C2C=C(N=CC2=CC1)NC(=O)[C@@H]1CN(CC1)C#N